3-[7-fluoro-3-oxo-4-(prop-2-ynyl)-3,4-dihydro-2H-benzo[1,4]oxazin-6-yl]-1,5-dimethyl-6-thioxo-[1,3,5]triazinan-2,4-dione FC1=CC2=C(N(C(CO2)=O)CC#C)C=C1N1C(N(C(N(C1=O)C)=S)C)=O